[Br-].CN1C(C(CC1)[Zn+])=O (1-Methyl-2-oxopyrrolidin-3-yl)zinc(II) bromide